C(C1=CC=CC=C1)OCCN1N=CC(=C1C(=O)Cl)C 1-(2-(Benzyloxy)ethyl)-4-methyl-1H-pyrazole-5-carbonyl chloride